ClCC1=NC=2C(=NC(=CC2)C(=O)OC)N1CCOC methyl 2-(chloromethyl)-3-(2-methoxyethyl)-3H-imidazo[4,5-b]pyridine-5-carboxylate